N1C(=CC2=CC=CC=C12)C(=O)O 1H-indol-2-oic acid